5-bromo-desoxy-uridine BrC=1C(NC(N([C@H]2C[C@H](O)[C@@H](CO)O2)C1)=O)=O